2,6-Dichloro-N-(5-methyl-1-(tetrahydro-2H-pyran-2-yl)-1H-indazol-4-yl)nicotinamide ClC1=C(C(=O)NC2=C3C=NN(C3=CC=C2C)C2OCCCC2)C=CC(=N1)Cl